9-methyl-3-oxa-7,9-diazabicyclo[3.3.1]nonane hydrochloride Cl.CN1C2COCC1CNC2